C(C)OC(C(C)(N1CC(CCC1)NC(CN1N=C(N2C(C1=O)=CC1=C2SC=C1)C(C)C)=O)C)=O ethyl-2-methyl-2-[3-[[2-(8-isopropyl-5-oxothieno[3',2':4,5]pyrrolo[1,2-d][1,2,4]triazin-6(5H)-yl)acetyl]amino]piperidin-1-yl]propanoate